C(#C)C=1C=C(C=CC1)NCCC1=CC=C(OC(C(=O)O)(C)C)C=C1 2-(4-(2-((3-ethynylphenyl)amino)ethyl)phenoxy)-2-methylpropanoic acid